(R)-2-allyl-pyrrolidine-2-carboxylic acid hydrochloride Cl.C(C=C)[C@@]1(NCCC1)C(=O)O